[Si].OCCN1CCNCC1.OCCN1CCNCC1 bis[1-(2-hydroxyethyl)piperazine] silicon